(1R)-1-(4-Bromo-2-Chloro-3,5-Diethoxyphenyl)Ethan-1-Amine Hydrochloride Cl.BrC1=C(C(=C(C=C1OCC)[C@@H](C)N)Cl)OCC